methyl 2-amino-1-(5-((tert-butoxycarbonyl)amino)pentyl)-1H-benzo[d]imidazole-5-carboxylate NC1=NC2=C(N1CCCCCNC(=O)OC(C)(C)C)C=CC(=C2)C(=O)OC